tert-butyl {[(1r,4r)-4-(6-cyano-2H-indazol-2-yl)cyclohexyl]methyl}carbamate C(#N)C=1C=CC2=CN(N=C2C1)C1CCC(CC1)CNC(OC(C)(C)C)=O